3-methyl-5-(N-(2-fluoro-4-chlorobenzyl)-N-phenylethylsulfamoyl)benzofuran-2-carboxylic acid CC1=C(OC2=C1C=C(C=C2)S(N(CCC2=CC=CC=C2)CC2=C(C=C(C=C2)Cl)F)(=O)=O)C(=O)O